COC1=CC=C(C=C1)C(O[C@@H]1[C@H](O[C@H]([C@@H]1F)N1C=2N=C(NC(C2N=C1)=O)NC(C(C)C)=O)/C=C/P(OCC)(OCC)=O)(C1=CC=CC=C1)C1=CC=C(C=C1)OC Diethyl ((E)-2-((2R,3R,4R,5R)-3-(bis(4-methoxyphenyl)(phenyl)methoxy)-4-fluoro-5-(2-isobutyramido-6-oxo-1,6-dihydro-9H-purin-9-yl)tetrahydrofuran-2-yl)vinyl)phosphonate